BrC=1C(=C(NC1)C(=O)[O-])C1=CC=CC=C1 4-bromo-3-phenyl-1H-pyrrole-2-carboxylate